CN(C(=O)NC1=C(C=C(C(=O)OC)C=C1)C1OCCO1)C methyl 4-[(dimethylcarbamoyl)amino]-3-(1,3-dioxolan-2-yl)benzoate